Cl.C1(CCCCC1)N1C(C2=CC=CC=C2C(=N1)N1C[C@H](CCCC1)NC)=O (S)-2-cyclohexyl-4-(3-(methylamino)azepan-1-yl)phthalazin-1(2H)-one hydrochloride